4-CYANONAPHTHALEN-2-YLBORONIC ACID C(#N)C1=CC(=CC2=CC=CC=C12)B(O)O